C1(=CC=CC=C1)C1=CC=C(C(=N1)N1C(C[C@@H](C1)C)(C)C)C(=O)N 6-phenyl-2-[(4S)-2,2,4-trimethylpyrrolidin-1-yl]pyridin-3-carboxamid